ClC1=CC=C(C=C1)C(=CC(=O)N1CCOCC1)C1=CC(=C(C=C1)OC)OC 4-[3-(4-chlorophenyl)-3-(3,4-dimethoxyphenyl)acryloyl]morpholine